β-Caprolactam C1(CC(CCC)N1)=O